N-hydroxy-7-(4-(6-methoxybenzo[d]thiazole-2-yl)phenoxy)heptanamide ONC(CCCCCCOC1=CC=C(C=C1)C=1SC2=C(N1)C=CC(=C2)OC)=O